ClC=1C=C(C=CC1Cl)C=1NC2=C(C=C(C=C2C1)N1C(C=CC1=O)=O)C=1N=CN(C1)C 1-(2-(3,4-dichlorophenyl)-7-(1-methyl-1H-imidazol-4-yl)-1H-indol-5-yl)-1H-pyrrole-2,5-dione